FC(=O)I fluoroformyl iodide